(2,2-bipyridin-5-yl)alanine N1=C(C=CC(=C1)N[C@@H](C)C(=O)O)C1=NC=CC=C1